5-methyl-3-phenyl-1-(2-thienyl)-2(1h)pyridone CC=1C=C(C(N(C1)C=1SC=CC1)=O)C1=CC=CC=C1